N-ethyl-3-methoxy-4-(prop-2-ynylamino)benzamide C(C)NC(C1=CC(=C(C=C1)NCC#C)OC)=O